C(N1N=CC2=CC(=CC=C12)CN)([2H])([2H])[2H] (1-(methyl-d3)-1H-indazol-5-yl)methanamine